3-Nitrophenyl-formamide [N+](=O)([O-])C=1C=C(C=CC1)NC=O